ClC=1C=CC2=C(N=C(O2)C2CC3(CC(C3)NC(=O)C3=CC(=NC=C3)C#N)C2)C1 N-[6-(5-chloro-1,3-benzoxazol-2-yl)spiro[3.3]Heptane-2-yl]-2-cyano-pyridine-4-carboxamide